(1S,3'R,6'R)-3,4-dihydro-2H,14'H-spiro[naphthalene-1,21'-[19]oxa[12]thia[1,13]diazatetracyclo[13.7.2.03,6.018,23]tetracosa[15,17,23]trien]-14'-one 12',12'-dioxide N12C[C@@H]3CC[C@H]3CCCCCS(NC(C3=CC=C(OC[C@@]4(C1)CCCC1=CC=CC=C14)C2=C3)=O)(=O)=O